3-(METHYLSULFONYL)PHENYLBORONIC ACID CS(=O)(=O)C=1C=C(C=CC1)B(O)O